(R)-2-amino-3-phenyl-N-(4-fluorophenyl)-propionamide N[C@@H](C(=O)NC1=CC=C(C=C1)F)CC1=CC=CC=C1